N1(C=NC=C1)C[C@H]1CCNC1 (2R,4S)-4-(1H-imidazol-1-ylmethyl)-pyrrolidin